[2H]C(N1CC(CC1)(C([2H])([2H])[2H])C#CC1=C(C=C2C(=NC=NC2=C1)NC1=C(C(=CC=C1)Cl)F)[N+](=O)[O-])([2H])[2H] 7-(2-(1,3-bis(trideuteriomethyl)pyrrolidin-3-yl)ethynyl)-N-(3-chloro-2-fluoro-phenyl)-6-nitro-quinazolin-4-amine